OCCN(C(=O)C1CCNCC1)CCO N,N-bis(2-hydroxyethyl)piperidine-4-carboxamide